C(C1=CC=CC=C1)OC1=NN(C(=C1)C=1C=CC(=NC1)F)C1=C(C=CC=C1)F 5-[3-(Benzyloxy)-1-(2-fluorophenyl)-1H-pyrazol-5-yl]-2-fluoropyridin